3-methyl-3-phenylpyrrolidin-2-one CC1(C(NCC1)=O)C1=CC=CC=C1